bicyclo[2.2.0]hex-5-ene-2,3-diethanol C12C(C(C2C=C1)CCO)CCO